[Au].[B].[Ni] nickel-boron-gold